N-(8,9-difluoro-6-oxo-1,4,5,6-tetrahydro-2H-pyrano[3,4-c]isoquinolin-1-yl)-N,3,3-trimethyl-indoline-2-carboxamide FC=1C(=CC=2C3=C(NC(C2C1)=O)COCC3N(C(=O)C3NC1=CC=CC=C1C3(C)C)C)F